C(C)(=O)C1=C(C2=C(N=C(N=C2)NC2=CC=C(C=N2)N2CCN(CC2)CC2=C(C=NC=C2)N2C(NC(CC2)=O)=O)N(C1=O)C1CCCC1)C 1-(4-((4-(6-((6-acetyl-8-cyclopentyl-5-methyl-7-oxo-7,8-dihydropyrido[2,3-d]pyrimidin-2-yl)amino)pyridin-3-yl)piperazin-1-yl)methyl)pyridin-3-yl)dihydropyrimidine-2,4(1H,3H)-dione